O.O.O.C(C)N(C([O-])=O)SSN(C([O-])=O)CC.[Na+].[Na+] sodium diethyldithiodicarbamate trihydrate